7-(dimethylphosphoryl)-1H-indole-6-carboxylate CP(=O)(C)C=1C(=CC=C2C=CNC12)C(=O)[O-]